N1C(=CCC1)C(=O)N pyrroline-2-amide